6-(6-exo-(methoxymethoxy)-3-phenyl-3a-(1-phenylvinyl)-1,3a,4,5,6,6a-hexahydropentalen-2-yl)hexan-1-ol COCOC1CCC2(C(=C(CC12)CCCCCCO)C1=CC=CC=C1)C(=C)C1=CC=CC=C1